(S)-1-(3-bromopyridin-2-yl)ethanone BrC=1C(=NC=CC1)C(C)=O